NC(CCN(CCCCCCCN1C(C2=CC=CC=3C2=C(C1=O)C=CC3N(C)C)=O)CCC(CCCC)N)CCCC 2-(7-(bis(3-aminoheptyl)amino)heptyl)-6-(dimethylamino)-1H-benzo[de]isoquinoline-1,3(2H)-dione